C(C)OC(=O)C1=CC2=C(N(C(S2)=N)NC(=O)C2=CC=C(C(=O)O)C=C2)C=C1 4-((6-(ethoxycarbonyl)-2-iminobenzo[d]thiazol-3(2H)-yl)carbamoyl)benzoic acid